F[C@H]1[C@H](CCCC1)NC1=NN2C(C(=N1)OC)=C(C=C2)C=2C=NC=1N(C2)C=CN1 N-((1S,2R)-2-fluorocyclohexyl)-5-(imidazo[1,2-a]pyrimidin-6-yl)-4-methoxypyrrolo[2,1-f][1,2,4]triazin-2-amine